CN1C(=NC=2C1=NC=CC2)C21CC3(CC(CC(C2)C3)C1)NC(=O)C1=NC(=CC=C1)C 6-Methyl-pyridine-2-carboxylic acid [3-(3-methyl-3H-imidazo[4,5-b]pyridin-2-yl)-adamantan-1-yl]-amide